(1S,3S,5S)-N-((4-carbamimidoylthiophen-2-yl)methyl)-5-methyl-2-((4-(4-(S-methylsulfonimidoyl)phenoxy)benzoyl)glycyl)-2-azabicyclo[3.1.0]hexane-3-carboxamide C(N)(=N)C=1C=C(SC1)CNC(=O)[C@H]1N([C@H]2C[C@]2(C1)C)C(CNC(C1=CC=C(C=C1)OC1=CC=C(C=C1)S(=O)(=N)C)=O)=O